O1C(=CC=C1)CS(=O)CC(=O)NCCCN(CCCCCCCC(=O)OC(CCCCCCCC)CCCCCCCC)CCCCCCCC(OC(CC)CCCCCCCC)=O Heptadecan-9-yl 8-((3-(2-((furan-2-ylmethyl)sulfinyl)acetamido)propyl)(8-oxo-8-(undecan-3-yloxy)octyl)amino)octanoate